3-(6-(4-((4-(6-(1H-imidazol-1-yl)pyridine-2-carbonyl)piperazin-1-yl)methyl)benzyl)-2-oxobenzo[cd]indol-1(2H)-yl)piperidine-2,6-dione N1(C=NC=C1)C1=CC=CC(=N1)C(=O)N1CCN(CC1)CC1=CC=C(CC=2C=3C4=C(C(N(C4=CC2)C2C(NC(CC2)=O)=O)=O)C=CC3)C=C1